4-chloro-3-iodo-6-(1-methylpyrazol-4-yl)pyrazolo[1,5-a]pyrazine ClC=1C=2N(C=C(N1)C=1C=NN(C1)C)N=CC2I